3-(2-chloro-3-phenylanilino)-6-chlorobenzene ClC1=C(NC=2C=CC(=CC2)Cl)C=CC=C1C1=CC=CC=C1